CC1=NN=C(O1)C1=CC(=NC=N1)N1CCC(CC1)C(=O)N1N=CC[C@H]1C1=CC=CC=C1 [1-[6-(5-methyl-1,3,4-oxadiazol-2-yl)pyrimidin-4-yl]-4-piperidinyl]-[(3S)-3-phenyl-3,4-dihydropyrazol-2-yl]methanone